tert-butyl 4,10-bis(2-methoxy-3,4-dioxocyclobut-1-en-1-yl)-1,4,7,10-tetraazacyclododecane-1,7-dicarboxylate COC1=C(C(C1=O)=O)N1CCN(CCN(CCN(CC1)C(=O)[O-])C1=C(C(C1=O)=O)OC)C(=O)OC(C)(C)C